ClC=1C=C(C(=O)N(C)C)C=C(N1)N1CC(CC(C1)C)C 2-chloro-6-(3,5-dimethylpiperidin-1-yl)-N,N-Dimethylisonicotinamide